Cl.FC1(OC2=C(O1)C=CC(=C2)CC(C)N)F 1-(2,2-Difluorobenzo[d][1,3]dioxol-5-yl)propan-2-amine HCl